6-(2-(2,6-dioxopiperidin-3-yl)-1-oxoisoindolin-5-yl)piperidin O=C1NC(CCC1N1C(C2=CC=C(C=C2C1)C1CCCCN1)=O)=O